(3S)-4-[(6-{6-[(cyclopentylamino)methyl]-1-oxo-4-(trifluoromethyl)-3H-isoindol-2-yl}-4-[5-methyl-2-(4-methyl-1,2,4-triazol-3-yl)phenyl]pyridin-2-yl)amino]-3-hydroxybutanenitrile C1(CCCC1)NCC1=CC(=C2CN(C(C2=C1)=O)C1=CC(=CC(=N1)NC[C@H](CC#N)O)C1=C(C=CC(=C1)C)C1=NN=CN1C)C(F)(F)F